8-chloro-4-methylene-3,4-dihydro-1H-pyrano[3,4-c]pyridine ClC=1N=CC=C2C1COCC2=C